[Br-].[Br-].C[N+](CCOCCOC(NCC1(CC(CC(C1)(C)C)NC(=O)OCCOCC[N+](CCCCCCCCCCCCCCCC)(C)C)C)=O)(CCCCCCCCCCCCCCCC)C N-(2-(2-(((3-(10,10-Dimethyl-3-oxo-4,7-dioxa-2,10-diazahexacosan-10-ium-1-yl)-3,5,5-trimethylcyclohexyl)carbamoyl)oxy)ethoxy)ethyl)-N,N-dimethylhexadecane-1-aminium dibromide